methyl 2-(((5-bromo-4-fluoro-2-iodobenzyl) oxy) methyl)-4-cyanobenzoate BrC=1C(=CC(=C(COCC2=C(C(=O)OC)C=CC(=C2)C#N)C1)I)F